7-bromo-bicyclo[2.2.1]hept-2-ene BrC1C2C=CC1CC2